[2-({5-Bromo-3-[(dimethylsulfamoyl)amino]pyridin-2-yl}oxy)ethyl](propan-2-yl)amine BrC=1C=C(C(=NC1)OCCNC(C)C)NS(N(C)C)(=O)=O